(1,3-dioxoisoindoline-2-yl)-4-keto-valerate O=C1N(C(C2=CC=CC=C12)=O)C(C(=O)[O-])CC(C)=O